4-amino-2,3,5,6-tetrafluorobenzyl alcohol NC1=C(C(=C(CO)C(=C1F)F)F)F